C(C1=CC=CC=C1)OC1CC2(C(N(C=3C=NC=4C=C(C(=CC4C32)Br)F)C)=O)C1 3-(benzyloxy)-8'-bromo-7'-fluoro-3'-methylspiro[cyclobutane-1,1'-pyrrolo[2,3-c]quinolin]-2'(3'H)-one